1,4-dinitro-1H-imidazole [N+](=O)([O-])N1C=NC(=C1)[N+](=O)[O-]